BrC1=CC(=C(C(=O)NC2=NC(=NC(=C2)C)NCCCCC2C3(CC3)CCN(C2)C(=O)OC(C)(C)C)C=C1)F tert-butyl 4-(4-((4-(4-bromo-2-fluorobenzamido)-6-methylpyrimidin-2-yl)amino)butyl)-6-azaspiro[2.5]octane-6-carboxylate